OC1([C@@H](C2=CC=CC=C2C1)NC(=O)C=1C=C2[C@@H](CC(OC2=CC1)(C)C)N1C(N[C@](CC1=O)(C)C(C)C)=N)C (4R)-N-((1R)-2-hydroxy-2-methyl-2,3-dihydro-1H-inden-1-yl)-4-((S)-2-imino-4-isopropyl-4-methyl-6-oxotetrahydropyrimidin-1(2H)-yl)-2,2-dimethylchromane-6-carboxamide